3-(4-amino-5-(3-(3-(azetidin-3-yloxy)-5-cyclopropylthiophene-2-carboxamido)piperidin-1-yl)pyrrolo[2,1-f][1,2,4]triazin-7-yl)-2,5-dihydro-1H-pyrrole-1-carboxylate NC1=NC=NN2C1=C(C=C2C=2CN(CC2)C(=O)[O-])N2CC(CCC2)NC(=O)C=2SC(=CC2OC2CNC2)C2CC2